1,4-bis[4-(3-aminophenoxy)-α,α-dimethyl-benzyl]benzene NC=1C=C(OC2=CC=C(C(C)(C)C3=CC=C(C=C3)C(C3=CC=C(C=C3)OC3=CC(=CC=C3)N)(C)C)C=C2)C=CC1